7-FLUORO-4-OXO-4H-CHROMENE-3-CARBALDEHYDE FC1=CC=C2C(C(=COC2=C1)C=O)=O